(S)-5-(8-fluoro-2-methylimidazo[1,2-a]pyridin-6-yl)-N-(1,1,1-trifluoropropan-2-yl)-7H-pyrrolo[2,3-d]pyrimidin-2-amine FC=1C=2N(C=C(C1)C1=CNC=3N=C(N=CC31)N[C@H](C(F)(F)F)C)C=C(N2)C